C[C@H]1N(CCN(C1)C)C(C(=O)OC)CC methyl 2-((R)-2,4-dimethylpiperazin-1-yl)butanoate